2-Methylpropen CC(=C)C